FC(\C(\C)=C\1/CN(CC1)C(=O)OCCCC)(F)F butyl (3Z)-3-(1,1,1-trifluoropropan-2-ylidene)pyrrolidine-1-carboxylate